cobalt-iron-antimony [Sb].[Fe].[Co]